acrylaminosulfonic acid C(=O)(C=C)NS(=O)(=O)O